ethyl-2-isopropyl-1H-pyrrole C(C)N1C(=CC=C1)C(C)C